1-({(5s,7s)-3-[2-(3-ethyl-1,2,4-oxadiazol-5-yl)-2-methylpropyl]-2-oxo-1-oxa-3-azaspiro[4.5]decan-7-yl}methyl)-1H-benzimidazole-6-carbonitrile C(C)C1=NOC(=N1)C(CN1C(O[C@]2(C1)C[C@H](CCC2)CN2C=NC1=C2C=C(C=C1)C#N)=O)(C)C